ClC=1C(=NC(=NC1)NC1=C(C=C2CCN(CC2=C1)C)OC)C(=O)NC1=C(C=CC=C1OC)C#N 5-chloro-N-(2-cyano-6-methoxyphenyl)-2-((6-methoxy-2-methyl-1,2,3,4-tetrahydroisoquinolin-7-yl)amino)pyrimidine-4-carboxamide